NC=1N=CN(C1)C=1C=C(C(=O)NC)C=C(C1)C1CC1 3-(4-amino-1H-imidazol-1-yl)-5-cyclopropyl-N-methylbenzamide